5-Bromo-3,4-dimethyl-1H-indole BrC=1C(=C2C(=CNC2=CC1)C)C